Trans-tert-butyl-3-(hydroxymethyl)-3-nitrocyclobutanecarboxylic acid C(C)(C)(C)C1(CC(C1)([N+](=O)[O-])CO)C(=O)O